1-methoxy-3-(3-methoxypropoxy)propane COCCCOCCCOC